3-(5-(4-((4'-chloro-[1,1'-biphenyl]-2-yl)methyl)piperazine-1-carbonyl)-4-fluoro-1-oxoisoindolin-2-yl)piperidine-2,6-dione ClC1=CC=C(C=C1)C1=C(C=CC=C1)CN1CCN(CC1)C(=O)C=1C(=C2CN(C(C2=CC1)=O)C1C(NC(CC1)=O)=O)F